tert-Butyl 2-((((9H-fluoren-9-yl)methoxy) carbonyl)(methyl)amino)-4-(4-ethylphenyl)butanoate C1=CC=CC=2C3=CC=CC=C3C(C12)COC(=O)N(C(C(=O)OC(C)(C)C)CCC1=CC=C(C=C1)CC)C